E-9-hexadecenoic acid C(CCCCCCC\C=C\CCCCCC)(=O)O